rac-(3aR,6aR)-1-(4-fluoro-3-(1-methyl-1H-pyrazol-4-yl)benzoyl)hexahydropyrrolo[3,4-b]pyrrole-5(1H)-carbonitrile FC1=C(C=C(C(=O)N2[C@@H]3[C@H](CC2)CN(C3)C#N)C=C1)C=1C=NN(C1)C |r|